P(OC(CCCCCC)C)([O-])=O.[Ni+2].CC(CCCCCC)OP([O-])=O nickel (1-methylheptyl) phosphonate